Cl.ClC1=CN=C(N1C)CCC(=O)N1CC(CCC1)N(C)C 3-(5-chloro-1-methyl-1H-imidazol-2-yl)-1-(3-(dimethylamino)piperidin-1-yl)propan-1-one hydrochloride